C(C)(C)(C)OC(=O)N1C[C@H](CC1)[C@@H](C(=O)OC(C)(C)C)CC=1C=CC2=C(C(CO2)NC(=O)OCC2=CC=CC=C2)C1 (3R)-3-((2S)-3-(3-(((benzyloxy)carbonyl)amino)-2,3-dihydrobenzofuran-5-yl)-1-(tert-butoxy)-1-oxopropan-2-yl)pyrrolidine-1-carboxylic acid tert-butyl ester